S(SSSSSSS)CCO 2-(octasulfanyl)ethanol